N-(1-((2R,3R,4S,5R)-4-(benzyloxy)-5-((benzyloxy)methyl)-3-((tert-butyldimethylsilyl)oxy)-5-methyltetrahydrofuran-2-yl)-2-oxo-1,2-dihydropyrimidin-4-yl)benzamide C(C1=CC=CC=C1)O[C@H]1[C@H]([C@@H](O[C@]1(C)COCC1=CC=CC=C1)N1C(N=C(C=C1)NC(C1=CC=CC=C1)=O)=O)O[Si](C)(C)C(C)(C)C